2-methyl-4-(2,2,3-trimethylcyclopentyl)but-3-en CC(C)C=CC1C(C(CC1)C)(C)C